OC1CCN(CC1)C=1C=NC(=NC1)N1CCC2(CN(C2)C(=O)OC(C)(C)C)CC1 tert-butyl 7-[5-(4-hydroxy-1-piperidyl)pyrimidin-2-yl]-2,7-diazaspiro[3.5]nonane-2-carboxylate